O1COC2=C1C=CC(=C2)/C=C/C(=O)N2C(OCC2)=O (E)-3-(3-(benzo[d][1,3]dioxolan-5-yl)acryloyl)oxazolidin-2-one